O1N=C(C2=C1C=CC=C2)C=2C(NC(C2C2=CN1C3=C(C=C(C=C23)F)CN(CC1)C(=O)N1CCCCC1)=O)=O 3-(benzo[d]isoxazol-3-yl)-4-(9-fluoro-2-(piperidine-1-carbonyl)-1,2,3,4-tetrahydro-[1,4]diazepino[6,7,1-hi]indol-7-yl)-1H-pyrrole-2,5-dione